[C@@H]1([C@@H](O)[C@H](O)[C@H](O1)CO)NC1=NC(NC=C1)=O β-D-Arabinofuranosylcytosine